5-Fmoc-Amino-2-carboxymethoxy-10,11-dihydro-5H-di-benzo[a,d]cycloheptene C(=O)(OCC1C2=CC=CC=C2C2=CC=CC=C12)C1C2=C(CCC3=C1C=CC(=C3N)OCC(=O)O)C=CC=C2